1-(1-methyl-2-oxopyrrolidin-3-yl)azetidin CN1C(C(CC1)N1CCC1)=O